7-chloro-3-(5-cyclopropyl-4-(pyridazin-3-yl)isoxazol-3-yl)-1-isopropyl-1H-pyrazolo[4,3-c]pyridin-4-amine ClC=1C2=C(C(=NC1)N)C(=NN2C(C)C)C2=NOC(=C2C=2N=NC=CC2)C2CC2